tert-butyl (R)-3-(((benzyloxy)carbonyl)(2-(trifluoromethoxy)ethyl)amino)pyrrolidine-1-carboxylate C(C1=CC=CC=C1)OC(=O)N([C@H]1CN(CC1)C(=O)OC(C)(C)C)CCOC(F)(F)F